2-(4-(5-(trifluoromethyl)pyrimidin-2-yl)piperazin-1-yl)ethan-1-amine FC(C=1C=NC(=NC1)N1CCN(CC1)CCN)(F)F